(S)-4-((2-methoxyethyl)(5-(5,6,7,8-tetrahydro-1,8-naphthyridin-2-yl)pentyl)amino)-2-(quinazolin-4-ylamino)butyric acid COCCN(CC[C@@H](C(=O)O)NC1=NC=NC2=CC=CC=C12)CCCCCC1=NC=2NCCCC2C=C1